C(C)(C)(C)OC(=O)N1[C@@H](CCC1)C(NC1=C(C=C(C=C1C(=O)OC)Br)Br)=O.C(C)N(CC)[Si](C)(C)N(CC)CC bis(diethylamino)dimethylsilane tert-butyl-(S)-2-((2,4-dibromo-6-(methoxycarbonyl)phenyl)carbamoyl)-pyrrolidine-1-carboxylate